BrC=1C=2N(C=CC1C)C=C(N2)Cl 8-Bromo-2-chloro-7-methylimidazo[1,2-a]pyridine